4-((3,4-dioxo-2-((1,6,6-trimethyl-4,5,6,7-tetrahydro-1H-benzo[d]imidazol-7-yl)amino)cyclobut-1-en-1-yl)amino)-3-hydroxy-N,N-dimethylpicolinamide O=C1C(=C(C1=O)NC1=C(C(=NC=C1)C(=O)N(C)C)O)NC1C(CCC2=C1N(C=N2)C)(C)C